CC1(OCCC1)C=1C=CC2=C(N=CO2)C1 5-(2-methyltetrahydrofuran-2-yl)-1,3-benzoxazole